2-(1-(2,2-dimethyl-4-oxo-3,8,11-trioxa-5-azatridecan-13-yl)piperidin-4-yl)acetic acid CC(C)(OC(NCCOCCOCCN1CCC(CC1)CC(=O)O)=O)C